N-(5-bromo-6-fluoro-3-methoxypyridin-2-yl)-6-(2,2-difluoroethyl)pyrazolo[1,5-a]pyridine-3-sulfonamide BrC=1C=C(C(=NC1F)NS(=O)(=O)C=1C=NN2C1C=CC(=C2)CC(F)F)OC